C12(CC3CC(CC(C1)C3)C2)NC(=O)C=2NC=C(C2)C2=C(C=C(C=C2)F)OC N-(adamantan-1-yl)-4-(4-fluoro-2-methoxyphenyl)-1H-pyrrole-2-carboxamide